CC1=CC=C(C=C1)S(=O)(=O)O.C(C=C)(=O)OCCN(C)C dimethylaminoethyl acrylate p-toluenesulfonate